FC1(CCN(CC1)C1=NC=CC(=C1)NC(C1=C(C=C(C=C1)[N+](=O)[O-])N1CC[Si](CC1)(C)C)=O)F N-(2-(4,4-difluoropiperidin-1-yl)pyridin-4-yl)-2-(4,4-dimethyl-1,4-azasilinan-1-yl)-4-nitrobenzamide